S1C(=NC2=C1C=CC=C2)C2CCN(CC2)C2=C(C(N(C1=CC=C(C=C21)C)C)=O)C#N 4-[4-(1,3-benzothiazol-2-yl)piperidin-1-yl]-1,6-dimethyl-2-oxo-1,2-dihydroquinoline-3-carbonitrile